2-((1s,6r)-6-amino-2,2-difluorocyclohexyl)-3-bromo-N-(but-2-yn-1-yl)-5-chlorothieno[3,2-b]pyridin-7-amine trifluoroacetate salt FC(C(=O)O)(F)F.N[C@@H]1CCCC([C@H]1C1=C(C2=NC(=CC(=C2S1)NCC#CC)Cl)Br)(F)F